FC1(CCC(CC1)C=1C=C(CC2N(CC3(CC3)C2NS(=O)(=O)C)C(C(C)C)=O)C=CC1)F N-(6-(3-(4,4-difluorocyclohexyl)benzyl)-5-isobutyryl-5-azaspiro[2.4]heptan-7-yl)methanesulfonamide